N-(5-(2-(4,7-dihydrothieno[2,3-c]pyridin-6(5H)-yl)acetamido)-2-methylpyridin-3-yl)-7-(1-methyl-1H-pyrazol-4-yl)-[1,2,4]triazolo[4,3-a]pyridine-3-carboxamide S1C=CC2=C1CN(CC2)CC(=O)NC=2C=C(C(=NC2)C)NC(=O)C2=NN=C1N2C=CC(=C1)C=1C=NN(C1)C